7-Methyl-1-phenyl-10a-(trifluoromethyl)-2,3,10,10a-tetrahydroimidazo[1,2-b]isoquinolin-5(1H)-one CC=1C=CC=2CC3(N(C(C2C1)=O)CCN3C3=CC=CC=C3)C(F)(F)F